ClC=1C=C(C=CC1O)CCCC1=CC=C(\C=C/2\C(=C(C3=CC(=CC=C23)F)CC(=O)O)C)C=C1 (Z)-2-(1-(4-(3-(3-Chloro-4-hydroxyphenyl)propyl)benzylidene)-5-fluoro-2-methyl-1H-inden-3-yl)acetic acid